(S)-N-((S)-3-(3-AMINOBICYCLO[1.1.1]PENTAN-1-YL)-1-((4-CHLORO-3-METHYL-PHENYL)AMINO)-1-OXOPROPAN-2-YL)-2-(4-oxo-4-PHENYLBUTANOYL)-1,2,3,4-TETRAHYDROISOQUINOLINE-3-CARBOXAMIDE NC12CC(C1)(C2)C[C@@H](C(=O)NC2=CC(=C(C=C2)Cl)C)NC(=O)[C@H]2N(CC1=CC=CC=C1C2)C(CCC(C2=CC=CC=C2)=O)=O